NC1=C2C(=NC=N1)N(N=C2C2=CC=C(C=C2)OC2=CC=CC=C2)[C@H]2CN(CCC2)C(CCCCCCSC=2C(=C1C(N(C(C1=CC2)=O)C2C(NC(CC2)=O)=O)=O)F)=O 5-((7-((R)-3-(4-amino-3-(4-phenoxyphenyl)-1H-pyrazolo[3,4-d]pyrimidin-1-yl)piperidin-1-yl)-7-oxoheptyl)thio)-2-(2,6-dioxopiperidin-3-yl)-4-fluoroisoindoline-1,3-dione